IC(CC(CC(CCCC(OCCCCCCCCCC)OC(CCCC(CC(CC(C)I)C)C)OCCCCCCCCCC)C)C)C 8-iodo-4,6-dimethylnonyldecyloxymethyl ether